C(C1=CC=CC=C1)OC(N[C@@H]1[C@@H](NCCC1)CC1=NC(=CC=C1)C1=CC=CC=C1)=O (cis-2-((6-phenylpyridin-2-yl)methyl)piperidin-3-yl)carbamic acid benzyl ester